N-(5-chloro-2-(2-methoxyethoxy)benzyl)-N-(5-(N-ethylaminosulfonyl)-2,3-dihydro-1H-inden-2-yl)benzofuran-2-carboxamide ClC=1C=CC(=C(CN(C(=O)C=2OC3=C(C2)C=CC=C3)C3CC2=CC=C(C=C2C3)S(=O)(=O)NCC)C1)OCCOC